COC(C1=C(C=C(C(=C1)OCCCCN1C(C2=CC=CC=C2C1=O)=O)OC)N)=O 2-amino-5-(4-(1,3-dioxoisoindolin-2-yl)butoxy)-4-methoxybenzoic acid methyl ester